(R)-4-(2-acetamidopyridin-4-yl)-3-nitro-N-(1-phenylethyl)benzamide Amidophosphite P(O)(O)N.C(C)(=O)NC1=NC=CC(=C1)C1=C(C=C(C(=O)N[C@H](C)C2=CC=CC=C2)C=C1)[N+](=O)[O-]